N-(3-(2-amino-1H-imidazol-4-yl)phenyl)-4-fluoro-7-methyl-1H-indole NC=1NC=C(N1)C=1C=C(C=CC1)N1C=CC2=C(C=CC(=C12)C)F